ClC=1C=C(C=CC1F)NC(=O)C1=C(N=CN1C)C1CC2CC3(CC2C1)OC3 N-(3-Chloro-4-fluorophenyl)-4-(hexahydro-1'H-spiro[oxirane-2,2'-pentalen]-5'-yl)-1-methyl-1H-imidazole-5-carboxamide